IC=1C=C(C(=O)OC)C=CC1OCC1CCN(CC1)S(=O)(=O)C methyl 3-iodo-4-((1-(methylsulfonyl)piperidin-4-yl)methoxy)-benzoate